(4-Aminohexahydrocyclopenta[c]pyrrol-2(1H)-yl)(4-(quinolin-4-ylmethoxy)phenyl)methanone NC1CCC2CN(CC21)C(=O)C2=CC=C(C=C2)OCC2=CC=NC1=CC=CC=C21